6-chloro-3-cyclopropyl-2-fluoropyridine ClC1=CC=C(C(=N1)F)C1CC1